COC=1C(=NC(=CC1)C1(CCOCC1)C)S(=O)(=O)NC(=O)C1=NC2=CC=CC(=C2C=C1)N1N=C(C=C1)C N-((3-methoxy-6-(4-methyltetrahydro-2H-pyran-4-yl)pyridin-2-yl)sulfonyl)-5-(3-methyl-1H-pyrazol-1-yl)quinoline-2-carboxamide